N-methyl-2-(pyridin-2-yl)ethylamine CNCCC1=NC=CC=C1